3-(3-methylureido)pyrazolo[1,5-a]pyridin-4-yl trifluoromethanesulfonate FC(S(=O)(=O)OC=1C=2N(C=CC1)N=CC2NC(=O)NC)(F)F